2-[(3R)-3-methylmorpholin-4-yl]-4-[4-(methylsulfonyl)piperazin-1-yl]-8-(1H-pyrazol-5-yl)-1,7-naphthyridine C[C@H]1N(CCOC1)C1=NC2=C(N=CC=C2C(=C1)N1CCN(CC1)S(=O)(=O)C)C1=CC=NN1